N-(4-(azetidin-1-ylmethyl)pyridin-2-yl)-6-(1H-pyrazol-4-yl)benzo[d]thiazol-2-amine N1(CCC1)CC1=CC(=NC=C1)NC=1SC2=C(N1)C=CC(=C2)C=2C=NNC2